N(CCC1=CC(O)=C(O)C=C1)C(C(=O)O)O dopamine-glycolic acid